(7-(difluoromethyl)quinoline-4-carbonyl)glycine FC(C1=CC=C2C(=CC=NC2=C1)C(=O)NCC(=O)O)F